O=C1N(CCC(N1)=O)C1=CC=C(CN2CCN(CC2)C2=C(C=C(C=C2)NC(C2=CC(=C(C=C2)C)C#CC2=CN=C3N2N=CC=C3)=O)C(F)(F)F)C=C1 N-(4-(4-(4-(2,4-dioxotetrahydropyrimidin-1(2H)-yl)benzyl)piperazin-1-yl)-3-(trifluoromethyl)phenyl)-3-(imidazo[1,2-b]pyridazin-3-ylethynyl)-4-methylbenzamide